C(C(O)CO)C(C(=O)OC(COC(CCCCCCC\C=C/CCCCCCCC)=O)CO)(O)C glycerol oleate glyceryl-lactate